NC=1C(=NC(=C(N1)C=1OC=CN1)C=1C=CC=2N(C1)C(=CN2)C)C(=O)NCC2OCCCC2 3-amino-6-(3-methylimidazo[1,2-a]pyridin-6-yl)-5-(oxazol-2-yl)-N-((tetrahydro-2H-pyran-2-yl)methyl)pyrazine-2-carboxamide